COC(NC1=CC(=C(C=C1)NC(=O)[C@@H]1CN([C@H](O1)C(F)(F)F)C1=CC(=C(C=C1)C#N)C(F)(F)F)Cl)=O Methyl-(3-chloro-4-((2R,5S)-3-(4-cyano-3-(trifluoromethyl)phenyl)-2-(trifluoromethyl)oxazolidin-5-carboxamido)phenyl)carbamat